n-butyl-3,5-di-tert-butyl-4-hydroxybenzyl-malonic acid C(CCC)C(C(=O)O)(C(=O)O)CC1=CC(=C(C(=C1)C(C)(C)C)O)C(C)(C)C